C[C@H]1N(CCOC1)C1=NC(=NC(=C1)C=1C=NC=CC1)SC (3R)-3-methyl-4-[2-(methylsulfanyl)-6-(pyridin-3-yl)pyrimidin-4-yl]Morpholine